ClC=1C(=C(C=CC1)NC1=C(NC2=C1C(NCC2)=O)C2=C(C=NC=C2)OC[C@@H]2N([C@H]1CC[C@@H]2C1)C(C=C)=O)OC 3-[(3-chloro-2-methoxyphenyl)amino]-2-(3-{[(1S,3R,4R)-2-(prop-2-enoyl)-2-azabicyclo[2.2.1]heptan-3-yl]methoxy}pyridin-4-yl)-1H,5H,6H,7H-pyrrolo[3,2-c]pyridin-4-one